Tert-butyl (1-(3-chloropyrazin-2-yl)ethyl)(methyl)carbamate ClC=1C(=NC=CN1)C(C)N(C(OC(C)(C)C)=O)C